CC(C(=O)N)CN1CCCC1 2-methyl-3-(pyrrolidin-1-yl)propanamide